N1(CCCC1)C=1SC(=CN1)S(=O)(=O)C1=CC=C(C=C1)CNC(=O)C=1C=C2C(=NC1)NN=C2 N-({4-[2-(pyrrolidin-1-yl)-1,3-thiazole-5-sulfonyl]phenyl}methyl)-1H-pyrazolo[3,4-b]pyridine-5-carboxamide